S1C(=NC2=C1C=CC=C2)NC2=C(C=C(N=N2)N(C=2SC(=C(N2)C(=O)OCC)C2CN(C2)C(CC2=CC=CC=C2)=O)C)C ethyl 2-({6-[(1,3-benzothiazol-2-yl) amino]-5-methylpyridazin-3-yl} (methyl) amino)-5-[1-(2-phenylacetyl) azetidin-3-yl]-1,3-thiazole-4-carboxylate